(S)-1-(5-((2-amino-3-chloropyridin-4-yl)thio)pyrazin-2-yl)-2'-methoxy-4'H,6'H-spiro[piperidine-4,5'-pyrrolo[1,2-b]pyrazol]-4'-amine NC1=NC=CC(=C1Cl)SC=1N=CC(=NC1)N1CCC2([C@@H](C=3N(N=C(C3)OC)C2)N)CC1